N[C@H]1CN(CC1)C(=O)C1=NN2C(N=CC=C2C2=CC(=C(C=C2)OC)OC)=C1 (R)-(3-aminopyrrolidin-1-yl)(7-(3,4-dimethoxyphenyl)pyrazolo[1,5-a]pyrimidin-2-yl)methanone